IC=1C=C(CNCCCCCC(=O)O)C=CC1 6-((3-iodobenzyl)amino)hexanoic acid